tert-butyl (2-phenylquinolin-6-yl)carbamate C1(=CC=CC=C1)C1=NC2=CC=C(C=C2C=C1)NC(OC(C)(C)C)=O